1,17-dihydroxyheptadecan-9-yl 4-(diethylamino)butanoate C(C)N(CCCC(=O)OC(CCCCCCCCO)CCCCCCCCO)CC